S1C(=NC2=C1C=CC=C2)NC2=C(C=C(N=N2)N(C=2SC(=C(N2)C(=O)O)CCCOC2=C(C=C(C=C2)C#CC[N+](CCCS(=O)(=O)[O-])(C)C)F)C)C 3-[3-[4-[3-[2-[[6-(1,3-Benzothiazol-2-ylamino)-5-methyl-pyridazin-3-yl]-methyl-amino]-4-carboxy-thiazol-5-yl]propoxy]-3-fluoro-phenyl]prop-2-ynyl-dimethyl-ammonio]propane-1-sulfonate